3-chloro-6-(3-chloro-2-fluoro-phenyl)-2-[(2,3-difluorophenyl)methyl]-4,5-dihydropyrazolo[3,4-c]pyridin-7-one ClC=1N(N=C2C(N(CCC21)C2=C(C(=CC=C2)Cl)F)=O)CC2=C(C(=CC=C2)F)F